tert-butyl N-[(3R)-1-[(2-cyanopyridin-4-yl)methyl]piperidin-3-yl]carbamate C(#N)C1=NC=CC(=C1)CN1C[C@@H](CCC1)NC(OC(C)(C)C)=O